N1=C(C=CC=C1)CC1(CCNCC1)N 4-(pyridin-2-ylmethyl)piperidin-4-amine